C(C)(=O)O[C@]1(O[C@H]([C@@H]([C@@H]1F)OC(C)=O)N1C2=NC(=NC(=C2N(C1=O)CC#C)Cl)N)CCC (S)-1-((2R,3S,4S,5R)-4-acetoxy-propyl 5-(2-amino-6-chloro-8-oxo-7-(prop-2-yn-1-yl)-7,8-dihydro-9H-purin-9-yl)-3-fluorotetrahydrofuran-2-yl) acetate